C1CCC2=C(C=3CCCC3C=C12)N(C(=O)N=S(=O)(NC)C1=CN=C(S1)C(C)(C)O)C N'-((1,2,3,5,6,7-hexahydro-s-indacen-4-yl)(methyl)carbamoyl)-2-(2-hydroxypropan-2-yl)-N-methylthiazole-5-sulfonimidamide